5-(phenoxymethyl)piperidin-2-one O(C1=CC=CC=C1)CC1CCC(NC1)=O